2-Hexyldecyl 9-oxononadecanoate O=C(CCCCCCCC(=O)OCC(CCCCCCCC)CCCCCC)CCCCCCCCCC